[N+](=O)([O-])C1=CC=C(C=C1)N1C(CCCC1)=O 1-(4-nitrophenyl)piperidin-2-one